FC1=C(C=C(C=C1)C(N(C)OC)=O)B(O)O 2-FLUORO-5-(METHOXY(METHYL)CARBAMOYL)PHENYLBORONIC ACID